(S)-N-(4-fluoro-3-methylphenyl)-5-(2-((1-hydroxypropan-2-yl)amino)-2-oxoacetyl)-1,2,4-trimethyl-1H-pyrrole-3-carboxamide FC1=C(C=C(C=C1)NC(=O)C1=C(N(C(=C1C)C(C(=O)N[C@H](CO)C)=O)C)C)C